5-(4-chloro-2-fluoro-phenyl)-7-((2S)-2-(4-chlorophenyl)-4-morpholinyl)-2,3-dimethylpyrido[4,3-d]-pyrimidin-4(3H)-one ClC1=CC(=C(C=C1)C1=NC(=CC=2N=C(N(C(C21)=O)C)C)N2C[C@@H](OCC2)C2=CC=C(C=C2)Cl)F